N-[trans-4-({9-[6-(2,2,2-trifluoroethyl)quinazolin-4-yl]-3,9-diazaspiro[5.5]undec-3-yl}methyl)cyclohexyl]ethanesulfonamide FC(CC=1C=C2C(=NC=NC2=CC1)N1CCC2(CCN(CC2)C[C@@H]2CC[C@H](CC2)NS(=O)(=O)CC)CC1)(F)F